(1R,3S,5R)-2-(2-(6-acetyl-4-amino-9H-pyrimido[4,5-b]indol-9-yl)acetyl)-N-(6-bromopyridin-2-yl)-2-azabicyclo[3.1.0]hexane-3-carboxamide C(C)(=O)C=1C=C2C3=C(N(C2=CC1)CC(=O)N1[C@@H]2C[C@@H]2C[C@H]1C(=O)NC1=NC(=CC=C1)Br)N=CN=C3N